ClC=1C(=C(CNC(CN(C(CN2N=C(C3=CC=CC=C23)C(=O)N)=O)CC(C)(C)O)=O)C=CC1)F 1-(2-((2-((3-chloro-2-fluorobenzyl)amino)-2-oxoethyl)(2-hydroxy-2-methylpropyl)amino)-2-oxoethyl)-1H-indazole-3-carboxamide